FC1(CCN(CC1)C=1C=C(C=C(C1)C)NC(=O)C1=NC=C(N=C1N1CCC2(CC2)CC1)NC(CO)(C)C)F N-(3-(4,4-Difluoropiperidin-1-yl)-5-methylphenyl)-5-((1-hydroxy-2-methylpropan-2-yl)amino)-3-(6-azaspiro[2.5]octan-6-yl)pyrazine-2-carboxamide